C=1(C(=CC=C2C=CC=CC12)C(=O)O)C(=O)O.[Fr] Francium naphthalenedicarboxylic acid